6-(7-(8-ethynyl-7-fluoro-3-hydroxynaphthalen-1-yl)-8-fluoro-2-(((2R,7aS)-2-fluorohexahydro-1H-pyrrolizin-7a-yl)methoxy)pyrido[4,3-d]pyrimidin-4-yl)-2,6-diazaspiro[3.5]nonan-1-one C(#C)C=1C(=CC=C2C=C(C=C(C12)C1=C(C=2N=C(N=C(C2C=N1)N1CC2(CNC2=O)CCC1)OC[C@]12CCCN2C[C@@H](C1)F)F)O)F